CC1N(C(CN(C1)C=1C=NC2=CC=C(N=C2C1)C=1C(=NNC1)C1=NC(=CC=C1)C)C)CCN 2-[2,6-dimethyl-4-[6-[3-(6-methyl-2-pyridyl)-1H-pyrazol-4-yl]-1,5-naphthyridin-3-yl]piperazin-1-yl]ethanamine